2,5-bis((2-oxo-2,3-dihydro-1H-benzo[d]imidazol-5-yl)amino)terephthalic acid O=C1NC2=C(N1)C=CC(=C2)NC2=C(C(=O)O)C=C(C(=C2)C(=O)O)NC2=CC1=C(NC(N1)=O)C=C2